2,5-dimethoxythiophenol COC1=C(C=C(C=C1)OC)S